6,10-dimethylundec-1,4,6,9-tetraene-13C CC(C=CCC=[13CH2])=CCC=C(C)C